4-(difluoromethyl)-N-[4-fluoro-5-(2-morpholin-4-yl-1,3-thiazol-5-yl)-2-[(3R,5S)-3,4,5-trimethylpiperazin-1-yl]phenyl]-1-methyl-6-oxopyridine-3-carboxamide FC(C=1C(=CN(C(C1)=O)C)C(=O)NC1=C(C=C(C(=C1)C1=CN=C(S1)N1CCOCC1)F)N1C[C@H](N([C@H](C1)C)C)C)F